diphenyl-(3-(triethoxysilyl)propyl)phosphine C1(=CC=CC=C1)P(CCC[Si](OCC)(OCC)OCC)C1=CC=CC=C1